1-(4-cyclopropyl-3-methoxybenzyl)-3-(2-isopropylphenyl)piperazine C1(CC1)C1=C(C=C(CN2CC(NCC2)C2=C(C=CC=C2)C(C)C)C=C1)OC